FC(C=1C=C(C=CC1)N1C=CC2=CC(=CC=C12)C(C(=O)N)=C)(F)F (1-(3-(trifluoromethyl)phenyl)-1H-indol-5-yl)acrylamide